CC(C(=O)P(C1=CC=CC=C1)(C1=CC=CC=C1)=O)CCCC 2-methylhexanoyldiphenylphosphine oxide